C1(=CC=C(C=C1)C1=NC(=NC(=N1)C1=CC=CC=C1)C1=CC=C(C=C1)B(O)O)C1=CC=CC=C1 (4-(4-([1,1'-biphenyl]-4-yl)-6-phenyl-1,3,5-triazin-2-yl)phenyl)boronic acid